FC(C1=C(C(=NO1)C1[C@H]2CN(C[C@@H]12)C(=O)OC(C)(C)C)C)F tert-butyl (1R,5S,6r)-6-[5-(difluoromethyl)-4-methyl-1,2-oxazol-3-yl]-3-azabicyclo[3.1.0]hexane-3-carboxylate